BrC=1C(=NC(=CC1)Br)C(F)F 3,6-dibromo-2-(difluoromethyl)pyridine